FC(CO)(F)C=1C=C(C=CC1)[C@@H](C)N[S@](=O)CC(C)C (R)-N-((R)-1-(3-(1,1-difluoro-2-hydroxyethyl)phenyl)ethyl)-2-methylpropanesulfinamide